C(C1=CC=CC=C1)OC(=O)NCCCC[C@H](N)C(=O)[O-] N6-((benzyloxy)carbonyl)-L-lysinate